3-(7-bromo-1H-indol-3-yl)-2,3-dihydro-1H-inden-1-one BrC=1C=CC=C2C(=CNC12)C1CC(C2=CC=CC=C12)=O